ethyl [1-(7-benzylamino-3a,4,6-triaza-5-indenyl)-2-methyl-3-indolyl]acetate C(C1=CC=CC=C1)NC1=NC(=NN2C=CC=C12)N1C(=C(C2=CC=CC=C12)CC(=O)OCC)C